5-[(Methoxymethyl)oxy]-4-methyl-3,4-dihydro-2H-chromene COCOC1=C2C(CCOC2=CC=C1)C